C(O)C(NC(=O)OC(C)(C)C)(CO)CO Trimethylol(t-Butoxycarbonylamino)methane